ClC=1N=NC(=C2C1C=NC=C2)NC2CN(CCC2)C2CC2 4-chloro-N-(1-cyclopropylpiperidin-3-yl)pyrido[3,4-d]pyridazin-1-amine